1-(2-((2-chloro-4-fluorophenyl)amino)-5-methylpyrimidin-4-yl)-N-(2-hydroxy-1-phenylethyl)-1H-pyrrole-3-carboxamide ClC1=C(C=CC(=C1)F)NC1=NC=C(C(=N1)N1C=C(C=C1)C(=O)NC(CO)C1=CC=CC=C1)C